6-(4-(benzyloxy)-6-methoxybenzofuran-2-yl)-2-bromoimidazo[2,1-b][1,3,4]thiadiazole C(C1=CC=CC=C1)OC1=CC(=CC2=C1C=C(O2)C=2N=C1SC(=NN1C2)Br)OC